COC=1N=C2C(=CC=NC2=CC1OC)OC1=C(C=C(C=C1)NC(=O)C1=CN(C(=C(C1=O)C1=CC=C(C=C1)F)C)CCO)F N-[4-[(6,7-dimethoxy-1,5-naphthyridin-4-yl)oxy]-3-fluorophenyl]-5-(4-fluorophenyl)-1-(2-hydroxyethyl)-6-methyl-4-oxopyridine-3-carboxamide